N-(3-cyano-2-methyl-oxetan-3-yl)-1-(5-(difluoromethyl)-1,3,4-thiadiazol-2-yl)-4-(4-isobutyrylpiperazin-1-yl)-1H-indazole-6-sulfonamide C(#N)C1(C(OC1)C)NS(=O)(=O)C1=CC(=C2C=NN(C2=C1)C=1SC(=NN1)C(F)F)N1CCN(CC1)C(C(C)C)=O